NCCOCCOCCNC(OC(C)(C)C)=O tert-butyl N-[2-[2-(2-aminoethoxy)-ethoxy]-ethyl]-carbamate